OC1=C(C=CC=C1)N=[N+]=[N-] ortho-hydroxyphenyl azide